NC1=C(C(=NC=N1)OC=1C=C(C=CC1)NC(CCl)=O)C1=C(C=C(C=C1)OCC1=CC=CC=C1)F N-{3-(6-Amino-5-(4-benzyloxy-2-fluoro-phenyl)-pyrimidin-4-yloxy)-phenyl}-2-chloro-acetamide